ClC=1N=C(C2=C(N1)C(=C(N=C2)Cl)F)N2CCOCC2 4-(2,7-dichloro-8-fluoro-pyrido[4,3-d]pyrimidin-4-yl)morpholine